(3R,5aS,6R,8aS,9R,10S,12R,12aR)-3,6,9-trimethyldecahydro-12H-3,12-epoxy[1,2]dioxepino[4,3-i]isochromen-10-ol C[C@]12CC[C@H]3[C@@H](CC[C@H]4[C@H]([C@H](O[C@@H]([C@@]34OO1)O2)O)C)C